FC1=C2C=NN(C2=CC(=C1)C=O)C1OCCCC1 4-fluoro-1-(tetrahydro-2H-pyran-2-yl)-1H-indazole-6-carbaldehyde